[N+](=[N-])=C1C(C(CCCCC1)C1CCCCCCC1)=O diazobicyclooctanone